NC1=NC=C(C=2C1=CN(N2)C2OCCCC2)NC(C(N2[C@H](CC[C@@H](C2)C)C2=CC=C1C=C(C=NC1=C2)C)=O)=O |r| N-(4-Amino-2-tetrahydropyran-2-yl-pyrazolo[4,3-c]pyridin-7-yl)-2-oxo-2-[rac-(2R,5S)-5-methyl-2-(3-methyl-7-quinolyl)-1-piperidyl]acetamide